COCCCC1=NN=C(S1)C1=CC=C(C(=O)N([C@H]2CNCCC2)C2=NC=CC3=C2C(=CS3)C)C=C1 (R)-4-(5-(3-methoxypropyl)-1,3,4-thiadiazol-2-yl)-N-(3-methylthieno[3,2-c]pyridin-4-yl)-N-(piperidin-3-yl)benzamide